CC=1N(N=C2C=CC(=CC12)B1OC(C(O1)(C)C)(C)C)C1OCCCC1 3-methyl-2-(tetrahydro-2H-pyran-2-yl)-5-(4,4,5,5-tetramethyl-1,3,2-dioxaborolan-2-yl)-2H-indazole